(2-chloroethyl)bicyclo[2.2.1]hept-2-ene ClCCC12C=CC(CC1)C2